C1(CC1)C1=C(C=CC=C1)C(C)=O 1-(2-Cyclopropylphenyl)ethan-1-one